OC1=CC(C1=O)=O 4-hydroxycyclobut-3-ene-1,2-dione